trimethoxysilylpropyl-benzothiazolyl tetrasulfide CO[Si](OC)(OC)CCCSSSSC=1SC2=C(N1)C=CC=C2